5-bromo-8-(dibromomethyl)-6-fluoroquinoxaline BrC1=C2N=CC=NC2=C(C=C1F)C(Br)Br